4-(4-([1,2,4]triazolo[4,3-a]pyridin-8-yl)phenyl)-N-(2-ethynyl-thiazol-4-yl)piperazine-1-carboxamide N=1N=CN2C1C(=CC=C2)C2=CC=C(C=C2)N2CCN(CC2)C(=O)NC=2N=C(SC2)C#C